2-(3-(2,2-dimethyl-1,3-dioxan-5-yl)propoxy)ethan-1-ol CC1(OCC(CO1)CCCOCCO)C